C(C)C(C(=O)OCCCF)(CC)NC(=O)C1=NC(=C(C=C1)N1CC(C1)F)OC[C@@H]1[C@H](C1)CO 3-fluoropropyl 2-ethyl-2-{[5-(3-fluoroazetidin-1-yl)-6-{[(1S,2S)-2-(hydroxymethyl)cyclopropyl]methoxy}pyridin-2-yl]formamido}butanoate